T-butyl peroxydecanoate C(CCCCCCCCC)(=O)OOC(C)(C)C